FC(COC1=CC2=C(CNCCC2)C=C1)(F)F 7-(2,2,2-trifluoroethoxy)-1,3,4,5-tetrahydro-2H-benzo[c]azepine